N-[(1R)-1-[6-(4-methyl-1,4-diazepan-1-yl)pyridin-2-yl]ethyl]propionamide CN1CCN(CCC1)C1=CC=CC(=N1)[C@@H](C)NC(CC)=O